C1(CC1)C1=CC(=C(C(=C1)C)C1=CC(=C(C=C1)F)[C@H](CC(=O)OCC)NC([C@@H](CC=C)OS(=O)(=O)C)=O)CCCCC=C Ethyl (S)-3-(4'-cyclopropyl-4-fluoro-2'-(hex-5-en-1-yl)-6'-methyl-[1,1'-biphenyl]-3-yl)-3-((R)-2-((methylsulfonyl)oxy)pent-4-enamido)propanoate